tert-butyl 4-(1-(2-cyanopyrimidin-4-yl)vinyl)piperidine-1-carboxylate C(#N)C1=NC=CC(=N1)C(=C)C1CCN(CC1)C(=O)OC(C)(C)C